benzyl 3-methyl-1-oxo-8-azaspiro[4.5]decane-8-carboxylate CC1CC(C2(C1)CCN(CC2)C(=O)OCC2=CC=CC=C2)=O